C1(CC1)CN1C(=CC2=CC=C(C=C12)OC)C=1OC2=C(C1CCO)C(=CC(=C2)C(=O)O)OC 2-(1-(Cyclopropylmethyl)-6-methoxy-1H-indol-2-yl)-3-(2-hydroxyethyl)-4-methoxybenzofuran-6-carboxylic acid